O([C@H]1[C@H](O)[C@@H](O)[C@@H](O)[C@H](O1)CO)CCCCN 4-aminobutyl β-D-galactopyranoside